C1(=CC=CC=C1)CCCNC(=O)N1C=NC2=C1C=CC=C2 N-(3-Phenylpropyl)-1H-benzo[d]imidazole-1-carboxamide